C(C1=CC=CC=C1)OC1=CC=C(C=C1)C1CN(C(O1)=O)C1C(N(C(CC1)=O)C(=O)OC(C)(C)C)=O tert-Butyl 3-(5-(4-(benzyloxy)phenyl)-2-oxooxazolidin-3-yl)-2,6-dioxopiperidine-1-carboxylate